5-(5-fluoro-2,4-dioxo-3,4-dihydropyrimidin-1(2H)-yl)tetrahydrofuran-2-carbaldehyde FC=1C(NC(N(C1)C1CCC(O1)C=O)=O)=O